methyl 3-((3,3-dibutyl-5-(4-fluorophenyl)-7-(methylthio)-1,1-dioxido-2,3,4,5-tetrahydro-1,5-benzothiazepin-8-yl)oxy)-2-hydroxypropanoate C(CCC)C1(CS(C2=C(N(C1)C1=CC=C(C=C1)F)C=C(C(=C2)OCC(C(=O)OC)O)SC)(=O)=O)CCCC